C(#N)C(C(=O)O)=CC1=CC(=CC=C1)O α-CYANO-3-HYDROXYCINNAMIC ACID